(R)-1-HYDROXY-N,N-BIS(4-METHOXYBENZYL)HEX-5-ENE-2-SULFONAMIDE OC[C@@H](CCC=C)S(=O)(=O)N(CC1=CC=C(C=C1)OC)CC1=CC=C(C=C1)OC